ClC1=C(C=2N=C(N=C(C2C=N1)O)SC)F 7-chloro-8-fluoro-2-(methylsulfanyl)pyrido[4,3-d]pyrimidin-4-ol